C1(CC1)C1=C(CN2C(N(C(C=3C2=NN(C3)C)C)C3CCN(CC3)C=3C(=NC=CC3C(F)(F)F)OC)=O)C=CC=C1 7-(2-Cyclopropyl-benzyl)-5-(2'-methoxy-4'-trifluoromethyl-3,4,5,6-tetrahydro-2H-[1,3']bipyridinyl-4-yl)-2,4-dimethyl-2,4,5,7-tetrahydro-pyrazolo[3,4-d]pyrimidin-6-one